3-(methylaminomethyl)azetidine-1-carboxylic acid tert-butyl ester C(C)(C)(C)OC(=O)N1CC(C1)CNC